tert-butyl (2-(4-(amino methyl) benzamido)-4-(thiophen-2-yl) phenyl)-carbamate NCC1=CC=C(C(=O)NC2=C(C=CC(=C2)C=2SC=CC2)NC(OC(C)(C)C)=O)C=C1